(R)-N-(5-(4-(Difluoromethyl)phenoxy)-2,3-dihydrobenzofuran-7-yl)-1-methyl-5-oxopyrrolidine-2-carboxamide FC(C1=CC=C(OC=2C=C(C3=C(CCO3)C2)NC(=O)[C@@H]2N(C(CC2)=O)C)C=C1)F